COC1=C(C=C(C=C1)C1=NOC(=N1)C(C)C1=CC=CC2=CC=CC=C12)NCC1=CC=C(S1)C(=O)O 5-(((2-Methoxy-5-(5-(1-(naphthalen-1-yl)ethyl)-1,2,4-oxadiazol-3-yl)phenyl)amino)methyl)thiophene-2-carboxylic acid